1-(2,4-difluorobenzoylmethyl)-1H-1,2,4-triazole FC1=C(C(=O)CN2N=CN=C2)C=CC(=C1)F